C(OCC12CN(CC(CC1)N2)C=2C1=C(N=C(N2)SC)C=CN=C1)([2H])([2H])[2H] 4-(1-((methoxy-d3)methyl)-3,8-diazabicyclo[3.2.1]oct-3-yl)-2-(methylthio)pyrido[4,3-d]pyrimidine